[K].C1(CCCCC1)N=[N+](O)[O-] cyclohexylhydroxydiazene 1-oxide potassium salt